N-(2-(2,4-Dihydroxy-5-methylbenzoyl)-1,2,3,4-tetrahydroisoquinolin-7-yl)-N-methylacrylamide OC1=C(C(=O)N2CC3=CC(=CC=C3CC2)N(C(C=C)=O)C)C=C(C(=C1)O)C